5-bromo-3H-spiro[benzofuran-2,1'-cyclopropane]-3-one BrC=1C=CC2=C(C(C3(CC3)O2)=O)C1